C[Si](CCOCN1N=CC2=CC=CC(=C12)C#C[Si](C)(C)C)(C)C 1-{[2-(trimethylsilyl)ethoxy]methyl}-7-[2-(trimethylsilyl)ethynyl]indazole